C12CCC(CC1)N2C2=NC(=CC1=C2N=C(N=C1)NC1=NC=2CCN(CC2C=C1)C(CN1CC(CCC1)F)=O)[C@@H](C)O 1-[2-[[8-(7-azabicyclo[2.2.1]heptan-7-yl)-6-[(1R)-1-hydroxyethyl]pyrido[3,4-d]pyrimidin-2-yl]amino]-7,8-dihydro-5H-1,6-naphthyridin-6-yl]-2-(3-fluoropiperidin-1-yl)ethanone